Cl.NC(C(=O)N1CCN(CC1)C(=O)NC1=NC(N(C=C1)C1=CC=C(C=C1)CCN1C[C@H](CC1)C(C)N)=O)(C)C 4-(2-Amino-2-methylpropanoyl)-N-(1-(4-(2-((3S)-3-(1-aminoethyl)pyrrolidin-1-yl)ethyl)phenyl)-2-oxo-1,2-dihydropyrimidin-4-yl)piperazine-1-carboxamide hydrochloride salt